N1=CC=C(C=C1)NC(=O)C1=CC=C2C=3C(C4=C(C(C3NC2=C1)(C)C)C=C(C=C4)OC[C@H]([C@@H](CO)O)O)=O 6,6-Dimethyl-11-oxo-8-((2R,3R)-2,3,4-trihydroxy-butoxy)-6,11-dihydro-5H-benzo[b]carbazole-3-carboxylic acid pyridin-4-ylamide